FC(C)(F)C1=NC(=CC(=N1)NC1=CC(=NC=C1C1=NN(N=C1)C)NC(C)=O)CC N-(4-((2-(1,1-difluoroethyl)-6-ethylpyrimidin-4-yl)amino)-5-(2-methyl-2H-1,2,3-triazol-4-yl)pyridin-2-yl)acetamide